6-chloro-4-(3-cyclopropyl-7,8-dihydro-1,6-naphthyridin-6(5H)-yl)quinazoline ClC=1C=C2C(=NC=NC2=CC1)N1CC=2C=C(C=NC2CC1)C1CC1